amino-6-chloro-4-propylnicotinonitrile NC1=C(C#N)C(=CC(=N1)Cl)CCC